2-(4-(2-(3,5-Dimethoxyphenylamino)-4-(1,2,3,4-tetrahydroisoquinolin-7-ylamino)pyrimidin-5-yl)-1H-pyrazol-1-yl)ethan-1-ol COC=1C=C(C=C(C1)OC)NC1=NC=C(C(=N1)NC1=CC=C2CCNCC2=C1)C=1C=NN(C1)CCO